C(CCCC(=O)[O-])(=O)OO[Si](C)(C)C(C)(C)C (tert-butyldimethylsilyloxy) glutarate